ClC=1C=C(C(=C(C1)C=1C(=NN(C1)C1=CC(=C(C=C1F)N1CCN(CC1)C(=O)OC(C)(C)C)F)C1=CC=NC=C1)F)NS(=O)(=O)N1CCCC1 tert-butyl 4-[4-(4-{5-chloro-2-fluoro-3-[(pyrrolidine-1-sulfonyl)amino]phenyl}-3-(pyridin-4-yl)pyrazol-1-yl)-2,5-difluorophenyl]piperazine-1-carboxylate